(S)-6-fluoro-2-(3-(4-fluorophenyl)bicyclo[1.1.1]pentan-1-yl)-3-methyl-8-(1-((2-(methylsulfonyl)phenyl)amino)ethyl)quinazolin-4(3H)-one FC=1C=C2C(N(C(=NC2=C(C1)[C@H](C)NC1=C(C=CC=C1)S(=O)(=O)C)C12CC(C1)(C2)C2=CC=C(C=C2)F)C)=O